6-bromo-4-(4-penten-1-yl)-2H-benzo[b][1,4]oxazine-3(4H)-one BrC1=CC2=C(OCC(N2CCCC=C)=O)C=C1